(R)-1-((S)-5-fluoroisochroman-1-yl)ethan-1-amine FC1=C2CCO[C@@H](C2=CC=C1)[C@@H](C)N